1-[8-(2-chlorophenyl)-9-(4-chlorophenyl)-2-(2-hydroxyethoxy)purin-6-yl]-4-methyl-piperidine-4-carboxamide ClC1=C(C=CC=C1)C=1N(C2=NC(=NC(=C2N1)N1CCC(CC1)(C(=O)N)C)OCCO)C1=CC=C(C=C1)Cl